C(C)(C)(C)OC(=O)N[C@H]1C[C@H](CC1)C(=O)OC (1S,3R)-Methyl 3-((tert-butoxycarbonyl)amino)cyclopentane-carboxylate